4-bromo-2-(difluoromethyl)-1-(phenylsulfonyl)-1H-pyrrolo[2,3-b]pyridine BrC1=C2C(=NC=C1)N(C(=C2)C(F)F)S(=O)(=O)C2=CC=CC=C2